ethyl (2R)-5-{4-[2-(2-ethoxyethoxy) ethoxy] phenyl}-2-hydroxyvalerate C(C)OCCOCCOC1=CC=C(C=C1)CCC[C@H](C(=O)OCC)O